S-(2-{[1-(2-ethyl-butyl)-cyclohexanecarbonyl] amino} phenyl) thioisobutyrate C(C(C)C)(=O)SC1=C(C=CC=C1)NC(=O)C1(CCCCC1)CC(CC)CC